4-Glucosyloxy-2',4'-dihydroxy-3'-isopentenyl-chalcone S,S,S-tributyl-phosphorotrithioate C(CCC)S(P(O)(=S)S)(CCCC)CCCC.C1([C@H](O)[C@@H](O)[C@H](O)[C@H](O1)CO)OC1=CC=C(C=C1)\C=C\C(=O)C1=C(C(=C(C=C1)O)CCC(=C)C)O